ClC1=C(C=C(C=C1)C1=NC2=CC(=CC=C2C=N1)N)C(F)(F)F 2-(4-chloro-3-(trifluoromethyl)phenyl)quinazolin-7-amine